O=C1NC(CCC1N1C(C2=CC=CC(=C2C1)OCCNC(OC(C)(C)C)=O)=O)=O tert-butyl N-(2-{[2-(2,6-dioxopiperidin-3-yl)-1-oxo-2,3-dihydro-1H-isoindol-4-yl]oxy}ethyl)carbamate